7-BROMO-4-CHLOROCINNOLINE BrC1=CC=C2C(=CN=NC2=C1)Cl